FC(C=1N=C(SC1)[C@@](C)(C#C)O)(F)F |r| racemic-2-(4-(trifluoromethyl)thiazol-2-yl)but-3-yn-2-ol